tert-butyl 4-[5-[6-[2-cyano-3-[[ethyl(methyl)sulfamoyl]amino]-6-fluoro-phenoxy]-5-fluoro-4-oxo-quinazolin-3-yl]pyrimidin-2-yl]piperazine-1-carboxylate C(#N)C1=C(OC=2C(=C3C(N(C=NC3=CC2)C=2C=NC(=NC2)N2CCN(CC2)C(=O)OC(C)(C)C)=O)F)C(=CC=C1NS(N(C)CC)(=O)=O)F